ClC=1C(=C2C=NNC2=C(C1F)C(C)C)C=1C=CC=2N(C1)C=C(N2)NC(=O)[C@H]2[C@H](C2)F (1S,2S)-N-(6-(5-chloro-6-fluoro-7-isopropyl-1H-indazol-4-yl)imidazo[1,2-a]pyridin-2-yl)-2-fluorocyclopropane-1-carboxamide